FC1(CCC(CC1)NCCC[C@@H](C)SC1=C(C=CC(=C1)C)S(=O)(=O)N1[C@@H](CCC1)C(=O)OC(C)(C)C)F |&1:11| tert-butyl ((2-(((RS)-5-((4,4-difluorocyclohexyl)amino)pentan-2-yl)thio)-4-methylphenyl)sulfonyl)-L-prolinate